C1(CC1)C=1N=NN(C1)[C@H](C(=O)N1[C@@H](C[C@H](C1)O)C(=O)NC12CC(C1)(C2)N2C(CCCC2)=O)C(C)(C)C (2S,4R)-1-[(2S)-2-(4-cyclopropyltriazol-1-yl)-3,3-dimethyl-butanoyl]-4-hydroxy-N-[3-(2-oxo-1-piperidyl)-1-bicyclo[1.1.1]pentanyl]pyrrolidine-2-carboxamide